C1CCC2=C(C=3CCCC3C=C12)NC(=O)NS(=O)(=O)C=1C=C2CCCC2=CC1 N-((1,2,3,5,6,7-hexahydro-s-indacen-4-yl)carbamoyl)-2,3-dihydro-1H-indene-5-sulfonamide